2-((1-(3,5-difluorobenzyl)-4-fluoropiperidin-4-yl)methylene)-5,6-dimethoxy-2,3-dihydrobenzo[b]thiophene 1,1-dioxide FC=1C=C(CN2CCC(CC2)(F)C=C2CC3=C(S2(=O)=O)C=C(C(=C3)OC)OC)C=C(C1)F